FC1=C(OC2CCC(CC2)C(=O)OCC)C=C(C(=C1)OC)C(N[C@@H]1[C@H]2CC[C@@H]([C@@H]1C(NC1=CC(=NC=C1)C(F)(F)F)=O)C2)=O Ethyl (1S,4s)-4-(2-fluoro-4-methoxy-5-(((1S,2R,3S,4R)-3-((2-(trifluoromethyl)pyridin-4-yl)carbamoyl)bicyclo[2.2.1]heptan-2-yl)carbamoyl)phenoxy)cyclohexane-1-carboxylate